2-chloro-6-(1-cyclopropylethoxy)-N-((6-methoxypyridin-3-yl)methyl)benzamide ClC1=C(C(=O)NCC=2C=NC(=CC2)OC)C(=CC=C1)OC(C)C1CC1